C1(CC1)C1=NC=CC=C1N[C@H](C)C=1C=C(C=C2C(C(=C(OC12)C1=CC=CC=C1)C)=O)C 8-[(1R)-1-[(2-Cyclopropyl-3-pyridyl)amino]ethyl]-3,6-dimethyl-2-phenyl-chromen-4-one